2-cyclooctyl-N-(2-oxospiro[indoline-3,4'-tetrahydropyran]-6-yl)-2-[(2-oxospiro[indoline-3,4'-tetrahydropyran]-6-yl)carbamoyl-amino]acetamide C1(CCCCCCC1)C(C(=O)NC1=CC=C2C(=C1)NC(C21CCOCC1)=O)NC(NC1=CC=C2C(=C1)NC(C21CCOCC1)=O)=O